ClC=1C=C2CN(CC2=CC1C(F)(F)F)C(CCC1(C(NC(N1)=O)=O)C1=NC=CC=N1)=O 5-(3-(5-chloro-6-(trifluoromethyl)isoindolin-2-yl)-3-oxopropyl)-5-(pyrimidin-2-yl)imidazolidine-2,4-dione